3-(5-cyanopyridin-3-yl)phenyl octylcarbamate C(CCCCCCC)NC(OC1=CC(=CC=C1)C=1C=NC=C(C1)C#N)=O